potassium-sodium boron-lithium [Li].[B].[Na].[K]